1H-indazole-7-carbonitrile N1N=CC2=CC=CC(=C12)C#N